N-(ethylcarbamothioyl)-2-(m-tolyl)-2-(4-(trifluoromethyl)pyridin-2-yl)acetamide C(C)NC(=S)NC(C(C1=NC=CC(=C1)C(F)(F)F)C=1C=C(C=CC1)C)=O